ClC1=CC=2N(N=C1C)C(=CN2)C2=C1C=CC(=NC1=NC=C2)C2=NNC(=C2)C 5-(7-chloro-6-methylimidazo[1,2-b]pyridazin-3-yl)-2-(5-methyl-1H-pyrazol-3-yl)-1,8-naphthyridine